(S)-N-methyl-5-(2-(2-methylazetidin-1-yl)-6,7-dihydro-5H-cyclopenta[d]pyrimidin-4-yl)picolinamide CNC(C1=NC=C(C=C1)C=1C2=C(N=C(N1)N1[C@H](CC1)C)CCC2)=O